C(C)(C)NCC(COC1=C(C=CC=C1)OCC1=NOC(=C1)C)O (isopropylamino)-3-(2-((5-methylisoxazol-3-yl)methoxy)phenoxy)propan-2-ol